FC1=CC=C(C=C1)CCC1=NC(=C(C(=C1C(=O)OCC)O)I)CC(C)C ethyl 2-[2-(4-fluorophenyl)ethyl]-4-hydroxy-5-iodo-6-isobutyl-pyridine-3-carboxylate